C1(=CC=CC=C1)OC(=O)C1=CC2=CN(N=C2C=C1OCC)C12COC(C1)(C2)C.C(C)OC=2C(=CC1=CN(N=C1C2)C21COC(C2)(C1)C)C(=O)O 6-Ethoxy-2-(1-methyl-2-oxabicyclo[2.1.1]hex-4-yl)-2H-indazole-5-carboxylic acid phenyl-6-ethoxy-2-(1-methyl-2-oxabicyclo[2.1.1]hex-4-yl)-2H-indazole-5-carboxylate